[2,6-bis(2,6-diisopropyloxyphenyl)phenyl]-di-tert-butylphosphine C(C)(C)OC1=C(C(=CC=C1)OC(C)C)C1=C(C(=CC=C1)C1=C(C=CC=C1OC(C)C)OC(C)C)P(C(C)(C)C)C(C)(C)C